ClC=1C=C(C=CC1)C1=CC(=CC=C1)C(=O)N[C@@H](CCCNC(CF)=N)C=1OC(=CN1)C1=CC=CC=C1 (S)-3'-Chloro-N-(4-(2-fluoroacetimidamido)-1-(5-phenyloxazol-2-yl)butyl)-[1,1'-biphenyl]-3-carboxamide